BrC1=CC(=C(C=C1)[C@H]1N(CC[C@@H](C1)O)C(=O)OCC1=CC=CC=C1)OCOCC[Si](C)(C)C benzyl (2S,4S)-2-(4-bromo-2-((2-(trimethylsilyl) ethoxy)methoxy)phenyl)-4-hydroxypiperidine-1-carboxylate